ethyl 2-(((ethoxycarbonyl)(propyl)amino)methyl)benzoate C(C)OC(=O)N(CCC)CC1=C(C(=O)OCC)C=CC=C1